5-fluoro-3,3-dimethyl-2-oxoindoline-1-carboxylic acid tert-butyl ester C(C)(C)(C)OC(=O)N1C(C(C2=CC(=CC=C12)F)(C)C)=O